[4-[3-[4-(trifluoromethyl)anilino]pyrazin-2-yl]phenyl]trifluoromethanesulfonate FC(C1=CC=C(NC=2C(=NC=CN2)C2=CC=C(C=C2)OS(=O)(=O)C(F)(F)F)C=C1)(F)F